1-(3-(4-(1-methyl-1H-pyrazol-3-yl)-6-(3,3,4,4-tetrafluoro-pyrrolidin-1-yl)pyridin-3-yl)pyrrolidin-1-yl)prop-2-en-1-one CN1N=C(C=C1)C1=C(C=NC(=C1)N1CC(C(C1)(F)F)(F)F)C1CN(CC1)C(C=C)=O